NC1=CS(C=C1)(=O)=O 3-aminothiophene-1,1-dioxide